ClC=1C=C(C=CC1Cl)CC(=O)N1C(CC(CC1)(C)C)CN1CC(CC1)O 1-[(3,4-dichlorophenyl)acetyl]-2-[(3-hydroxy-1-pyrrolidinyl)-methyl]-4,4-dimethylpiperidine